N1=C(C(=CC(=C1)N)N)N pyridin-2,3,5-triamine